The molecule is the conjugate base of 2-oxosuccinamic acid; major species at pH 7.3. It is a conjugate base of a 2-oxosuccinamic acid. C(C(=O)C(=O)[O-])C(=O)N